C(O[C@H]1C[C@H](CC1)C1=NN(C(=C1)NC1=C2CCCS(C2=CC=C1)(=O)=O)C(C)(C)C)(OC1=CC=C(C=C1)[N+](=O)[O-])=O (1R,3S)-3-(1-(tert-butyl)-5-((1,1-dioxidothiochroman-5-yl)amino)-1H-pyrazol-3-yl)cyclopentyl (4-nitrophenyl) carbonate